C(C)OC(=O)C1CCCC1 cyclopentane-1-carboxylic acid ethyl ester